[Cl-].C[NH+](C1=CC=C(C=C1)OCCCCCCCCCCCCCCCCCC)C N,N-dimethyl-4-(octadecyloxy)anilinium chloride